Cl.NCC(=O)NC=1C=C(C(=O)N[C@H](C(N2CC=CCC2C=2C=NC=CC2)=O)CC2=CC=CC=C2)C=CC1 3-(2-aminoacetamido)-N-((2S)-1-oxo-3-phenyl-1-(6-(pyridin-3-yl)-5,6-dihydropyridin-1(2H)-yl)propan-2-yl)benzamide hydrochloride